C1(CC1)C1=C(C(=NO1)C1=C(C=NC=C1Cl)Cl)COC12CCC(CC1)(CC2)C#C cyclopropyl-3-(3,5-dichloropyridin-4-yl)-4-(((4-ethynylbicyclo[2.2.2]oct-1-yl)oxy)methyl)isoxazole